FC(C=1C(=C(C=CC1)[C@@H](C)NC=1C2=C(N=C(N1)C)N=C(C(=C2)N2CCN(CC2)C(C)=O)OC)F)F (R)-1-(4-(4-((1-(3-(difluoromethyl)-2-fluorophenyl)ethyl)amino)-7-methoxy-2-methylpyrido[2,3-d]pyrimidin-6-yl)piperazin-1-yl)ethan-1-one